N-(5-(3,5-difluorobenzyl)pyridin-2-yl)-1-methyl-6-oxo-1,6-dihydropyridine-3-carboxamide FC=1C=C(CC=2C=CC(=NC2)NC(=O)C2=CN(C(C=C2)=O)C)C=C(C1)F